C(C1=CC=CC=C1)N1[C@H](CN(CC1)C=1C2=C(N=C(N1)S(=O)C)OC1(CC2)CC2=CC=CC=C2C1)CC#N benzyl-(2S)-2-(cyanomethyl)-4-(2'-(methylsulfinyl)-1,3,5',6'-tetrahydrospiro[indene-2,7'-pyrano[2,3-d]pyrimidin]-4'-yl)piperazine